5-bromo-3-((2,2-dimethyltetrahydro-2H-pyran-4-yl)(ethyl)amino)-2-methylbenzoic acid BrC=1C=C(C(=C(C(=O)O)C1)C)N(CC)C1CC(OCC1)(C)C